3-(2-bromophenyl)-1-phenylprop-2-en-1-one BrC1=C(C=CC=C1)C=CC(=O)C1=CC=CC=C1